N[C@@H](CCC(=O)N[C@@H](CC(C)C)C(=O)O)C(=O)O γ-Glutamylleucin